3-(fluoromethyl)-4-((1S,2R)-2-isopropylcyclopropyl)pyridazine FCC=1N=NC=CC1[C@@H]1[C@H](C1)C(C)C